Bromo-3-methoxypyridin-2-amine BrC1=C(C(=NC=C1)N)OC